3-(4-(2-acetoxyethoxy)-phenyl)-5,7-di-tert-butyl-benzofuran-2-one C(C)(=O)OCCOC1=CC=C(C=C1)C1C(OC2=C1C=C(C=C2C(C)(C)C)C(C)(C)C)=O